CC=1C=NN(C1C1CCN(CC1)C1=NC(=NC(=C1)N1CC(C1)N1C[C@H](NCC1)C)C(F)(F)F)C1COC1 (R)-4-(4-(4-methyl-1-(oxetan-3-yl)-1H-pyrazol-5-yl)piperidin-1-yl)-6-(3-(3-methylpiperazin-1-yl)azetidin-1-yl)-2-(trifluoromethyl)pyrimidine